isothiurea NC(S)=N